COC1=CC=C(CN(C2=C(C=C3C(=N2)C=C(N3)CNC(C)=O)C)CC3=CC=C(C=C3)OC)C=C1 N-((5-(bis(4-methoxybenzyl)amino)-6-methyl-1H-pyrrolo[3,2-b]pyridin-2-yl)methyl)acetamide